(3S)-3-[7-(difluoromethoxy)-1,4-dimethyl-1H-benzotriazol-5-yl]-3-(7-{[(2R)-2-Ethyl-7-hydroxy-2,3-dihydropyrido[2,3-f][1,4]oxazepin-4(5H)-yl]methyl}-1-benzothiophen-5-yl)propane FC(OC1=CC(=C(C2=C1N(N=N2)C)C)[C@@H](CC)C=2C=C(C1=C(C=CS1)C2)CN2C[C@H](OC1=C(C2)N=C(C=C1)O)CC)F